[Cl-].COC1=CC=C(C[P+](C2=CC=CC=C2)(C2=CC=CC=C2)C2=CC=CC=C2)C=C1 (4-methoxybenzyl)triphenyl-phosphonium chloride salt